β-Pinen oxid C12C3(CCC(C1(C)C)C2)CO3